5-fluorobenzocarbazole FC1=CC=2C=3C=CC=CC3NC2C2=C1C=CC=C2